C(C)N1N=C(C(=C1N)C1=C(C=C(C=C1)F)F)C ethyl-4-(2,4-difluorophenyl)-3-methyl-1H-pyrazol-5-amine